C(C1=CC=CC=C1)C=1NC(=NN1)C(=O)NC1C(N(C=2N(CCC1)N=CC2)C)=O 5-benzyl-N-(4-methyl-5-oxo-4,5,6,7,8,9-hexahydropyrazolo[1,5-a][1,3]diazocin-6-yl)-4H-1,2,4-triazole-3-carboxamide